FC=1C=C(C(=O)NC=2SC(=C(C2C(=O)NCCC2=C(C=CC=C2)OC)C)C)C=CC1O 2-(3-fluoro-4-hydroxybenzoamido)-N-(2-methoxyphenylethyl)-4,5-dimethylthiophene-3-carboxamide